5-(3-(cyclopentyloxy)-4'-(1H-tetrazol-5-yl)-[1,1'-biphenyl]-4-yl)-3,6-dihydro-7H-[1,2,3]triazolo[4,5-d]pyrimidin-7-one C1(CCCC1)OC=1C=C(C=CC1C=1NC(C2=C(N1)NN=N2)=O)C2=CC=C(C=C2)C2=NN=NN2